2-((1H-pyrazol-3-yl)methyl)-6-((4-fluoro-1-methyl-1H-pyrazol-3-yl)methyl)-4-methyl-4,6-dihydro-5H-thiazolo[5',4':4,5]pyrrolo[2,3-d]pyridazin-5-one N1N=C(C=C1)CC=1SC2=C(N(C=3C(N(N=CC32)CC3=NN(C=C3F)C)=O)C)N1